FC1=C(C=CC=C1)C1(CC1)N1CC2=NC=C(C=C2C1=O)C1=NOC(=N1)C(F)(F)F 6-[1-(2-fluorophenyl)cyclopropyl]-3-[5-(trifluoromethyl)-1,2,4-oxadiazol-3-yl]-7H-pyrrolo[3,4-b]pyridin-5-one